(2S)-2-(3-(5-(azidomethyl)-6-oxo-1,6-dihydropyridin-3-yl)-4,4-difluoropiperidin-1-yl)-N-(5-fluoropyridin-2-yl)propionamide N(=[N+]=[N-])CC1=CC(=CNC1=O)C1CN(CCC1(F)F)[C@H](C(=O)NC1=NC=C(C=C1)F)C